Cl.NC1=C2N(C(N(C2=NC=N1)[C@H]1C(CN(CC1)CCC1CCNCC1)(F)F)=O)C1=CC=C(C=C1)OC1=CC=CC=C1 6-amino-9-[(4R)-3,3-difluoro-1-[2-(piperidin-4-yl)ethyl]piperidin-4-yl]-7-(4-phenoxyphenyl)purin-8-one hydrochloride